FC1=CC=C2C(=CNC2=C1)CC(=O)N1C(CC1)C(=O)O 1-(2-(6-fluoro-1H-indol-3-yl)acetyl)azetidine-2-carboxylic acid